N-((6-(((cyclobutylmethyl)amino)methyl)imidazo[1,2-a]pyridin-2-yl)methyl)-5-(dimethylamino)nicotinamide C1(CCC1)CNCC=1C=CC=2N(C1)C=C(N2)CNC(C2=CN=CC(=C2)N(C)C)=O